CC=1C=C(C(=O)N/N=C(\C)/C2=CC=NC=C2)C=CC1 (E)-3-methyl-N'-(1-(pyridin-4-yl)ethylidene)benzohydrazide